4-trifluoromethyl-6,7-dimethoxy-3-phenyl-isocoumarin FC(C1=C(OC(=O)C2=CC(=C(C=C12)OC)OC)C1=CC=CC=C1)(F)F